5,6-dimethylbicyclo[2.2.1]hept-2-ene CC1C2C=CC(C1C)C2